CN(CCN(C1=CC(=C(C=C1[N+](=O)[O-])NC1=CC(=NC=N1)N)OC)C)C N6-(4-((2-(dimethylamino)ethyl)-(methyl)amino)-2-methoxy-5-nitrophenyl)pyrimidine-4,6-diamine